cis-1-(2-acetylhydrazine-1-carbonyl)-3-methyl-N-(4-methyl-3-(1-methyl-1H-pyrazol-3-yl)phenyl)-6-azabicyclo[3.1.1]heptane-6-carboxamide C(C)(=O)NNC(=O)C12CC(CC(N1C(=O)NC1=CC(=C(C=C1)C)C1=NN(C=C1)C)C2)C